(R)-4,4-dimethyl-5-(o-tolyl)-1,3-dioxolan-2-one CC1(OC(O[C@@H]1C1=C(C=CC=C1)C)=O)C